1,1-bis(T-amyl-peroxy)-3,3,5-trimethyl-cyclohexane [(2R,3R,5R)-5-(6-benzamidopurin-9-yl)-2-[[bis(4-methoxyphenyl)-phenyl-methoxy]methyl]tetrahydrofuran-3-yl]4-nitrobenzoate C(C1=CC=CC=C1)(=O)NC1=C2N=CN(C2=NC=N1)[C@H]1C[C@H]([C@H](O1)COC(C1=CC=CC=C1)(C1=CC=C(C=C1)OC)C1=CC=C(C=C1)OC)OC(C1=CC=C(C=C1)[N+](=O)[O-])=O.C(C)(C)(CC)OOC1(CC(CC(C1)C)(C)C)OOC(C)(C)CC